chloro-3'-fluoro-5'-methoxy-6-methyl-N-(5-((tetrahydrofuran-3-yl)methoxy)-1,3,4-thiadiazol-2-yl)-(4,4'-bipyridine)-3-carboxamide ClC1=NC(=CC(=C1C(=O)NC=1SC(=NN1)OCC1COCC1)C1=C(C=NC=C1OC)F)C